N1=CC=C(C=C1)C(C)O 1-(4-pyridyl)ethanol